N-(2-(2-((3-(4-chlorobenzyl)-5-(propylthio)-3H-[1,2,3]triazolo[4,5-d]pyrimidin-7-yl)amino)ethoxy)ethyl)-3-(5-(9-ethyl-6-((methylamino)methyl)-9H-carbazol-2-yl)thiophen-3-yl)propenamide ClC1=CC=C(CN2N=NC3=C2N=C(N=C3NCCOCCNC(C=CC3=CSC(=C3)C3=CC=2N(C4=CC=C(C=C4C2C=C3)CNC)CC)=O)SCCC)C=C1